3,4-dimethoxy-N-[(4-methoxyphenyl)methyl]pyridin-2-amine COC=1C(=NC=CC1OC)NCC1=CC=C(C=C1)OC